COC=1C=CC2=C(C=C(CO2)C2=NOC(=N2)C2=C(C=CC(=C2)[N+](=O)[O-])Cl)C1 3-(6-methoxy-2H-benzopyran-3-yl)-5-(2-chloro-5-nitrophenyl)-1,2,4-oxadiazole